bromo-2-chloroquinolin-6-amine BrC=1C(=NC2=CC=C(C=C2C1)N)Cl